CC1=NC=CC=2C3=CC=C(C=C3NC12)OC 1-methyl-7-methoxy-β-carboline